C(CC)OC(C1=CC=C(C=C1)O)=O p-hydroxybenzoic propylester